C(C)N(C(OC(C)(C)C)=O)[C@H](C)C1=NC=C(C(=C1)C1=NN2C(C(=N1)O)=NC=C2)F tert-butyl (R)-ethyl(1-(5-fluoro-4-(4-hydroxyimidazo[2,1-f][1,2,4]triazin-2-yl)pyridin-2-yl)ethyl)carbamate